OC1(CCN(C2(CC2)C1)C(=O)NC=1C(=NNC1)C1=CC2=C(C=N1)C(=NN2CC(F)(F)F)N2CC(C2)OC)C(F)(F)F 7-Hydroxy-N-[3-[3-(3-methoxyazetidin-1-yl)-1-(2,2,2-trifluoroethyl)pyrazolo[4,3-c]pyridin-6-yl]-1H-pyrazol-4-yl]-7-(trifluoromethyl)-4-azaspiro[2.5]octane-4-carboxamide